N1N=CC2=NC(=CC=C21)OC2CC1(C(N(C3=CN=CC=C31)CC(N3[C@@H](CCC3)C(F)(F)F)=O)=O)C2 (1s,3R)-3-((1H-pyrazolo[4,3-b]pyridin-5-yl)oxy)-1'-(2-oxo-2-((S)-2-(trifluoromethyl)pyrrolidin-1-yl)ethyl)spiro[cyclobutane-1,3'-pyrrolo[2,3-c]pyridin]-2'(1'H)-one